C(C)(C)(C)OC(=O)N1[C@H](CC2(CC(C2)(F)F)CC1)C1=CC=C(C=C1)C1(COC1)O |r| (RS)-2,2-difluoro-6-(4-(3-hydroxyoxetan-3-yl)phenyl)-7-azaspiro[3.5]nonane-7-carboxylic acid tert-butyl ester